FC1=CC=C(C=C1)[C@H]1CN(CC12CCC2)C(=O)C2=CC(=NO2)O (R)-(8-(4-fluorophenyl)-6-azaspiro[3.4]octan-6-yl)(3-hydroxyisoxazol-5-yl)methanone